methylhydrazine dithiocarbamate C(N)(S)=S.CNN